(S)-methyl 5-(3-((1-((3-aminobenzyl)sulfonyl)-2,2-dimethylpiperidin-4-yl)oxy)phenyl)-4-chloro-3-(2-methoxy-2-oxoethoxy)thiophene-2-carboxylate NC=1C=C(CS(=O)(=O)N2C(C[C@H](CC2)OC=2C=C(C=CC2)C2=C(C(=C(S2)C(=O)OC)OCC(=O)OC)Cl)(C)C)C=CC1